10-chloro-11b-(2-chlorophenyl)-2,3,7,11b-tetrahydrooxazolo[3,2-d][1,4]benzodiazepine-6(5H)-one ClC=1C=CC2=C(C3(N(CC(N2)=O)CCO3)C3=C(C=CC=C3)Cl)C1